CN1C(=NC2=C1C=CC(=C2)NC2=CC=C(C=C2)N2CCC(CC2)C(F)(F)F)N 1-methyl-N5-(4-(4-(trifluoromethyl)piperidin-1-yl)phenyl)-1H-benzo[d]imidazole-2,5-diamine